CN(CCOC1=NN2C(C=CC(=C2C)C)=C1N)C 2-[2-(dimethylamino)ethoxy]-6,7-dimethylpyrazolo[1,5-a]pyridin-3-amin